2-(difluoromethoxy)-1,1,1,3,3,3-hexafluoropropane FC(OC(C(F)(F)F)C(F)(F)F)F